3-{2-[(1S)-1-(4-fluorophenyl)ethoxy]-4-(2,2,2-trifluoroethane-sulfonamido)phenyl}-5-[(pyrazin-2-yl)amino]-1-{[2-(trimethylsilyl)ethoxy]methyl}-1H-pyrazole-4-carboxamide FC1=CC=C(C=C1)[C@H](C)OC1=C(C=CC(=C1)NS(=O)(=O)CC(F)(F)F)C1=NN(C(=C1C(=O)N)NC1=NC=CN=C1)COCC[Si](C)(C)C